(S)-2-((2-(hydroxymethyl)pyrrolidin-1-yl)methyl)quinolin-4(1H)-one OC[C@H]1N(CCC1)CC=1NC2=CC=CC=C2C(C1)=O